N-Cyclopropyl-1-(3-((1-((4-methoxyphenyl)sulfonamido)-2-methyl-1-oxopropan-2-yl)oxy)phenyl)-N-(4-(thiophen-2-yl)benzyl)piperidine-3-carboxamide C1(CC1)N(C(=O)C1CN(CCC1)C1=CC(=CC=C1)OC(C(=O)NS(=O)(=O)C1=CC=C(C=C1)OC)(C)C)CC1=CC=C(C=C1)C=1SC=CC1